2-methyl-N-((4-(trifluoromethyl)phenyl)sulfonyl)propionamide CC(C(=O)NS(=O)(=O)C1=CC=C(C=C1)C(F)(F)F)C